C(#N)C1=NC=CC(=N1)C1(CCCC1)NC(OCC1=CC=C(C=C1)C=1C=NC(=CC1)F)=O 4-(6-fluoropyridin-3-yl)benzyl (1-(2-cyanopyrimidin-4-yl)cyclopentyl)carbamate